BrC1=C(C(=C(C=C1)C1C(CN(CC1)C(=O)OC(C)(C)C)=O)F)F tert-butyl 4-(4-bromo-2,3-difluoro-phenyl)-3-oxo-piperidine-1-carboxylate